6-(5-(5-methyl-4,5,6,7-tetrahydropyrazolo[1,5-a]pyrazin-3-yl)-1H-pyrrolo[2,3-b]pyridin-3-yl)quinazoline CN1CC=2N(CC1)N=CC2C=2C=C1C(=NC2)NC=C1C=1C=C2C=NC=NC2=CC1